C(C)(=O)NS(=O)(=O)C1=CC=C(C=C1)NC(=O)C1=NC(=CN=C1N)C1=CC=C(C=C1)N N-(4-(N-acetylsulfamoyl)phenyl)-3-amino-6-(4-aminophenyl)pyrazine-2-carboxamide